methyl 4-((N-(2-chlorobenzo[d]thiazol-6-yl) sulfamoyl) amino)-3-methoxybenzoate ClC=1SC2=C(N1)C=CC(=C2)NS(=O)(=O)NC2=C(C=C(C(=O)OC)C=C2)OC